(s)-3-(3-isopropylpiperazin-1-yl)-1,2,4-triazine C(C)(C)[C@H]1CN(CCN1)C=1N=NC=CN1